ClC1=C2CCCC(C2=CC=C1)=O 5-chloro-3,4-dihydronaphthalene-1(2H)-one